COC1=CC=C(C=N1)C(=O)N[C@@H]1C[C@H](C=2C1=CC(=C1C=C(N=CC21)C2CC2)S(NCC(C)C)(=O)=O)NC(=O)C=2C=NC=CC2 |r| 6-Methoxy-N-[trans-(7RS,9RS)-3-cyclopropyl-5-(2-methylpropylsulfamoyl)-9-(pyridin-3-carbonylamino)-8,9-dihydro-7H-cyclopenta[h]isochinolin-7-yl]pyridin-3-carboxamid